(1R,3S,4R)-N-[(1R)-1-cyano-2-[(3R)-2-oxo-3-piperidyl]ethyl]-2-[(2R)-3-cyclobutyl-2-[(2,2,2-trifluoroacetyl)amino]propanoyl]-5,5-difluoro-2-azabicyclo[2.2.2]octane-3-carboxamide C(#N)[C@@H](C[C@@H]1C(NCCC1)=O)NC(=O)[C@H]1N([C@H]2CC([C@@H]1CC2)(F)F)C([C@@H](CC2CCC2)NC(C(F)(F)F)=O)=O